ClC1=NC(=NC2=C1N(C=1C=C(C(=CC21)F)F)CC2=CC=C(CP(OC(C)(C)C)(OC(C)(C)C)=O)C=C2)C Di-tert-butyl (4-((4-chloro-7,8-difluoro-2-methyl-5H-pyrimido[5,4-b]indol-5-yl)methyl)benzyl)phosphonate